1,4-bis-(2-bromoethyl)-benzene BrCCC1=CC=C(C=C1)CCBr